FC1(CN(CC1)C1=NC=CC(=N1)NC1CC2(CC(C2)OC2=C(C(=O)N)C=CC=N2)C1)F 2-(((2S,4s,6S)-6-((2-(3,3-difluoropyrrolidin-1-yl)pyrimidin-4-yl)amino)spiro[3.3]heptan-2-yl)oxy)nicotinamide